7-vinyl-1H-pyrrolo[3,2-b]pyridine-5-carboxylic acid lithium [Li].C(=C)C1=C2C(=NC(=C1)C(=O)O)C=CN2